CCCCCCCCCCCCCCCCCC(=O)OC[C@H](COP(=O)([O-])OCC[N+](C)(C)C)OC(=O)CCCCCC/C=C\CCCC/C=C\CCCCC 1-octadecanoyl-2-(8Z,14Z-eicosadienoyl)-sn-glycero-3-phosphocholine